N[C@H]1C(CCC[C@@H]1C1=C(C2=NC(=CC(=C2S1)NCC=1SC=CC1)Cl)Br)=O (2R,3S)-2-amino-3-(3-bromo-5-chloro-7-((thiophen-2-ylmethyl)amino)thieno[3,2-b]pyridin-2-yl)cyclohexan-1-one